FC1=C(C=C2CC([C@H](C2=C1)NC(O[C@@H]1CN2CCC1CC2)=O)(C)C)C2=CC(=CC(=C2)OC(C)C)F (S)-quinuclidin-3-yl ((R)-6-fluoro-5-(3-fluoro-5-isopropoxyphenyl)-2,2-dimethyl-2,3-dihydro-1H-inden-1-yl)carbamate